[Cl-].C(C)(C)(C)OC(=O)[C@H]1[NH2+]CCC1 (2S)-2-(tert-butoxycarbonyl)pyrrolidin-1-ium chloride